COCCN(CCOC)S(F)(F)F bis(2-methoxyethyl)aminotrifluorosulfur